4-bromo-2-methoxy-N-(5-(thiophen-2-yl)-1,3,4-oxadiazol-2-yl)benzamide benzyl-cis-3-(3,3-difluoroazetidin-1-yl)cyclobutane-1-carboxylate C(C1=CC=CC=C1)OC(=O)[C@@H]1C[C@@H](C1)N1CC(C1)(F)F.BrC1=CC(=C(C(=O)NC=2OC(=NN2)C=2SC=CC2)C=C1)OC